(1r,4r)-4-methylcyclohexanecarboxylic acid chloromethyl ester ClCOC(=O)C1CCC(CC1)C